3-(3-fluorophenyl)-1-methyl-1H-indole-6-carbaldehyde FC=1C=C(C=CC1)C1=CN(C2=CC(=CC=C12)C=O)C